6-Methyl-2,3-diphenyl-6-(phenyldiazenyl)-6,7-dihydro-5H-imidazo[2,1-b][1,3]thiazin-5-one CC1(C(N2C(SC1)=NC(=C2C2=CC=CC=C2)C2=CC=CC=C2)=O)N=NC2=CC=CC=C2